FC1([C@H](C1)C(=O)O)F (1R)-2,2-difluorocyclopropane-1-carboxylic acid